BrC=C1CC(CC=C1)=CBr 1,3-di(bromomethylene)benzene